CN1C(CCCC1)C(=O)O 1-methylpiperidine-2-carboxylic acid